The molecule is the 6-isomer of Alexa Fluor 488. It has a role as a fluorochrome. It contains an Alexa Fluor 488 para-isomer(2-). [Li+].[Li+].C1=CC(=C(C=C1C(=O)O)C2=C3C=CC(=N)C(=C3OC4=C2C=CC(=C4S(=O)(=O)[O-])N)S(=O)(=O)[O-])C(=O)O